CN(C(CCCCCCC)=O)C N,N-Dimethyloctanamide